COCCOC1=NN(C=C1N)COCC[Si](C)(C)C 3-(2-methoxyethoxy)-1-((2-(trimethylsilyl)ethoxy)methyl)-1H-pyrazol-4-amine